ClC1=CC2=C(N(C(N=C2N2[C@H](CN(CC2)C(C=C)=O)C)=O)C=2C(=NC=CC2C)C(C)C)N=C1C1=C(C=CC(=C1)C)F (M)-6-chloro-7-(2-fluoro-5-methylphenyl)-1-(4-methyl-2-(2-propanyl)-3-pyridinyl)-4-((2S)-2-methyl-4-(2-propenoyl)-1-piperazinyl)pyrido[2,3-d]pyrimidin-2(1H)-one